CC=1C=C2C(C(N(C2=CC1)C1C2=C(N(O1)C)C=CC=C2)=O)=O 5-methyl-1-(1-methyl-1,3-dihydrobenzo[c]isoxazol-3-yl)indoline-2,3-dione